5-((1-(tert-butyl)-3-((1S,3R)-3-hydroxycyclopentyl)-1H-pyrazol-5-yl)amino)benzo[d]isothiazol-3(2H)-one 1,1-dioxide C(C)(C)(C)N1N=C(C=C1NC=1C=CC2=C(C(NS2(=O)=O)=O)C1)[C@@H]1C[C@@H](CC1)O